OC(=O)C(F)(F)F.O=C1CCNC2=C(N1)N=CC(=C2)/C=C/C(=O)O (E)-3-(4-oxo-2,3,4,5-tetrahydro-1H-pyrido[2,3-b][1,4]diazepin-8-yl)acrylic acid TFA salt